(5-(((((1-ethylpiperidin-3-yl)methoxy)carbonyl)oxy)methyl)-1,3-phenylene)bis(methylene) bis(4,4-bis(((Z)-oct-3-en-1-yl)oxy)butanoate) C(C\C=C/CCCC)OC(CCC(=O)OCC1=CC(=CC(=C1)COC(=O)OCC1CN(CCC1)CC)COC(CCC(OCC\C=C/CCCC)OCC\C=C/CCCC)=O)OCC\C=C/CCCC